3,4'-diamino-4,5'-biphenyloxybenzophenone NC=1C=C(C=CC1C=1C(=CC=CC1)N)OC1=C(C(=O)C2=CC=CC=C2)C=CC=C1